(cyclopentadienyl)(2,7-di-t-butylfluorenyl)hafnium C1(C=CC=C1)[Hf]C1=C(C=CC=2C3=CC=C(C=C3CC12)C(C)(C)C)C(C)(C)C